C(#N)C1=C(C=C(C(=C1)N)C#N)N 2,5-dicyano-p-phenylenediamine